C(C1=CC=CC=C1)OC(=O)[C@@H]1CC[C@H]2N1C([C@H](CN(CC2)C(C)=O)N)=O (5S,8S,10aR)-3-acetyl-5-amino-6-oxo-decahydropyrrolo[1,2-a][1,5]diazocine-8-carboxylic acid benzyl ester